aminolanthanum terephthalate C(C1=CC=C(C(=O)[O-])C=C1)(=O)[O-].N[La+2]